NC([C@H](CCC(=O)OC(C)(C)C)N1C(C2=C(C1)C(=CS2)NCC2=CC=C(C=C2)CN2CCOCC2)=O)=O (S)-tert-butyl 5-amino-4-(3-((4-(morpholinomethyl)benzyl)amino)-6-oxo-4H-thieno[2,3-c]pyrrol-5(6H)-yl)-5-oxopentanoate